C(C)(C)(C)N1CCC(CC1)[C@@]1(OC2=C(O1)C(=CC(=C2C)C(=O)OC)Br)C tert-butyl-(R)-4-(7-bromo-5-(methoxycarbonyl)-2,4-dimethylbenzo[d][1,3]dioxol-2-yl)piperidine